C(CCCCCCCCCCCCC\C=C/CCCCCCCC)(=O)OCCCCCCCCCCCCCCCCC heptadecan-1-yl nervonate